BrC=1C(=C2CCC[C@@H]3C=4C(=NCN5C4CC[C@@H]3N5C(=O)OC(C)(C)C)N2C(=CC1F)SC)Cl tert-butyl (1S,4R,15aR)-11-bromo-12-chloro-10-fluoro-8-(methylthio)-2,3,4,5,13,14,15,15a-octahydro-1H-1,4-epiminoazepino[1',2':1,8]azocino[2,3,4-de]quinazoline-16-carboxylate